(S,Z)-N-(1-benzylpyrrolidin-3-yl)-4-(2-cyano-3-hydroxy-3-(5-methylisoxazol-4-yl)acrylamido)benzamide C(C1=CC=CC=C1)N1C[C@H](CC1)NC(C1=CC=C(C=C1)NC(\C(=C(\C=1C=NOC1C)/O)\C#N)=O)=O